ClC1=C(C=CC=C1Cl)N1CCN(CC1)CC1=CC=C(CNC2=C3C(N(C(=NC3=CC=C2)C)C2C(NC(CC2)=O)=O)=O)C=C1 3-(5-((4-((4-(2,3-dichlorophenyl)piperazin-1-yl)methyl)benzyl)amino)-2-methyl-4-oxoquinazolin-3(4H)-yl)piperidine-2,6-dione